C(C=C)(=O)[C].[Zn] zinc alloyl-carbon